4-(3-bromo-7,8-dihydro-1,6-naphthyridin-6(5H)-yl)-6-fluoroquinazoline BrC=1C=NC=2CCN(CC2C1)C1=NC=NC2=CC=C(C=C12)F